C1(CC1)CSC1=CC=C(C(=O)C2=CC=C(C=C2)SCC2CC2)C=C1 4,4'-bis(cyclopropylmethylthio)benzophenone